NC=1C(=C(C=CC1)C1=NC=CC(=C1Cl)C1=NC(=C(C=C1)CN(C(OC(C)(C)C)=O)CCO[Si](C)(C)C(C)(C)C)OC)Cl tert-butyl ((2'-(3-amino-2-chlorophenyl)-3'-chloro-6-methoxy-[2,4'-bipyridin]-5-yl)methyl)(2-((tert-butyldimethylsilyl)oxy)ethyl)carbamate